(2-hydroxyethyl)aminopropyl-methyldimethoxysilane OCCNCCC[Si](OC)(OC)C